2-(3,4-dihydroxyphenyl)-3,5,7-trihydroxy-4H-chromene OC=1C=C(C=CC1O)C=1OC2=CC(=CC(=C2CC1O)O)O